2-[2-(aminomethyl)-3,3-difluoro-allyl]-4-[[5-[6-(dimethylamino)-3-pyridyl]-3-methyl-2-thienyl]methyl]-1,2,4-triazol-3-one NCC(CN1N=CN(C1=O)CC=1SC(=CC1C)C=1C=NC(=CC1)N(C)C)=C(F)F